N-{2-fluoro-4-[(3-fluorophenylamino)methyl]phenyl}butyramide FC1=C(C=CC(=C1)CNC1=CC(=CC=C1)F)NC(CCC)=O